ClC1=C(C=2C(=NC=C3C2N(C(N3C)=O)C3CCC2(CN(C2)S(=O)(=O)C)CC3)N1COCC[Si](C)(C)C)C1=C(C#N)C=CC=C1 (7-chloro-3-methyl-1-(2-(methylsulfonyl)-2-azaspiro[3.5]non-7-yl)-2-oxo-6-((2-(trimethylsilyl)ethoxy)methyl)-1,2,3,6-tetrahydroimidazo[4,5-d]pyrrolo[2,3-b]pyridin-8-yl)benzonitrile